C1(CC1)C(=O)NC(C1=C(C=CC=C1)NC(=O)C1CN(C1)CCOC)C1=CC=C(C=C1)C(C)C N-{2-[(cyclopropylformamido)[4-(propan-2-yl)phenyl]methyl]phenyl}-1-(2-methoxyethyl)azetidine-3-carboxamide